(3R)-N-{6,7-dimethoxy-1H,2H,3H-cyclopenta[b]quinolin-9-yl}-1-methylazepan-3-amine COC=1C(=CC=2C(=C3C(=NC2C1)CCC3)N[C@H]3CN(CCCC3)C)OC